C(=C)P([O-])([O-])=O trans-vinylphosphonate